The molecule is a triterpene consisting of hopane having a C=C double bond at the 22(29)-position. It derives from a hydride of a hopane. CC(=C)[C@H]1CC[C@]2([C@H]1CC[C@@]3([C@@H]2CC[C@H]4[C@]3(CC[C@@H]5[C@@]4(CCCC5(C)C)C)C)C)C